2-bromo-4-fluoro-6-(5-(4-isopropylpiperazin-1-yl)-6-methylpyridin-3-yl)phenol BrC1=C(C(=CC(=C1)F)C=1C=NC(=C(C1)N1CCN(CC1)C(C)C)C)O